C(C=C)(=O)C(C(C(=O)[O-])(C)C)CCCCCCCCC.[NH4+] ammonium acryloyldimethyllaurate